benzyl ((S)-(7-fluoro-5-((R)-1-(5-fluoro-2-oxo-1,2-dihydropyridin-3-yl)-2-methoxyethyl)benzo[d]-oxazol-2-yl)((1r,4S)-4-fluorocyclohexyl)methyl)carbamate FC1=CC(=CC=2N=C(OC21)[C@H](C2CCC(CC2)F)NC(OCC2=CC=CC=C2)=O)[C@@H](COC)C=2C(NC=C(C2)F)=O